ClC1=CC=C(C=C1)N1N=NC(=C1)C12CC(C1)(C2)NC(OC(C)(C)C)=O tert-butyl N-[3-[1-(4-chlorophenyl)triazol-4-yl]-1-bicyclo[1.1.1]pentanyl]carbamate